CC1=C(C(=C(C1([Hf]C1(C=CC2=CC=3CC(CC3C=C12)(C)C)CC(C)C1=CC=CC=C1)C)C)C)C pentamethylcyclopentadienyl(1-(2-phenylpropyl)-6,6-dimethyl-1,5,6,7-tetrahydro-s-indacenyl)hafnium